3,3,3-Trifluoro-2-(1H-indol-3-yl)propanoic acid FC(C(C(=O)O)C1=CNC2=CC=CC=C12)(F)F